ClC1=C(C=CC=C1)S(=O)(=O)NC1=CC(=C(OC2=NC=CC=C2C2=NC(=NC=C2)N[C@@H]2CN(CCC2)C(=O)OC(C)(C)C)C(=C1)C)F (S)-tert-Butyl 3-((4-(2-(4-(2-chlorophenylsulfonamido)-2-fluoro-6-methylphenoxy)pyridin-3-yl)pyrimidin-2-yl)amino)piperidine-1-carboxylate